C(C)(C)N1C(=NC(=C1)C(F)(F)F)C1=CC=C(CNNC(=O)OC(C)(C)C)C=C1 tertbutyl 2-(4-(1-isopropyl-4-(trifluoromethyl)-1H-imidazol-2-yl)benzyl)hydrazine-1-carboxylate